NC=1C=NN(C1Cl)C1CCS(CC1)(=NC(C)C)=O (1S,4s)-4-(4-amino-5-chloro-1H-pyrazol-1-yl)-1-(isopropylimino)hexahydro-1λ6-thiopyran 1-oxide